O[C@H](CCC)C1=CC(=C(C=N1)C=1C=2N(C3=CC(=NC=C3C1)NC(=O)C1CC1)C=CN2)C |r| Racemic-N-{4-[6-(1-hydroxybutyl)-4-methylpyridin-3-yl]imidazo[1,2-a]1,6-naphthyridin-8-yl}cyclopropanecarboxamide